C(C1=CC=CC=C1)SC=1C=C(C=2N(C1)C(=NN2)C(=O)OC)Cl Methyl 6-(benzylthio)-8-chloro-[1,2,4]triazolo[4,3-a]pyridine-3-carboxylate